5-ethyl-1-oxo-6,7-dihydro-5H-1λ5-cyclopenta[b]pyridine C(C)C1CCC2=N(C=CC=C21)=O